2-((1H-pyrrolo[2,3-b]pyridin-5-yl)oxy)-N-((3-nitro-4-(((tetrahydro-2H-pyran-4-yl)methyl)amino)phenyl)sulfonyl)4-(4-oxocyclohexyl)benzamide N1C=CC=2C1=NC=C(C2)OC2=C(C(=O)NS(=O)(=O)C1=CC(=C(C=C1)NCC1CCOCC1)[N+](=O)[O-])C=CC(=C2)C2CCC(CC2)=O